Trans-methyl-2-((4-(3-((((R)-1-(2-chlorophenyl)ethoxy)carbonyl) amino)thiophen-2-yl)phenyl)carbamoyl)cyclohexane-1-carboxylate COC(=O)[C@H]1[C@@H](CCCC1)C(NC1=CC=C(C=C1)C=1SC=CC1NC(=O)O[C@H](C)C1=C(C=CC=C1)Cl)=O